IC1=NN(C=2N=C(NC(C21)=O)C)C(CC)C=2C=NC(=CC2)C(F)(F)F 3-Iodo-6-Methyl-1-(1-(6-(Trifluoromethyl)Pyridin-3-Yl)Propyl)-1H-Pyrazolo[3,4-d]Pyrimidin-4(5H)-One